FC(C=1C=C(C=C(C1)C(F)(F)F)NC(=O)C1=C(C=CC(=C1)Cl)OP(O)(O)=O)(F)F phosphoric acid mono-[2-(3,5-bis-trifluoromethylphenylcarbamoyl)-4-chlorophenyl]Ester